tert-butyl 7-hydroxy-1,2,4,5-tetrahydro-3-benzazepine-3-carboxylate OC1=CC2=C(CCN(CC2)C(=O)OC(C)(C)C)C=C1